4-(((4-oxochroman-7-yl)oxy)(pyrimidin-4-yl)methyl)benzonitrile O=C1CCOC2=CC(=CC=C12)OC(C1=CC=C(C#N)C=C1)C1=NC=NC=C1